NC12CC(C1)(C2)CCOC2=CC=C1C=C(C(=C(C1=C2)F)N2CC(NS2(=O)=O)=O)O 5-{7-[2-(3-aminobicyclo[1.1.1]pentan-1-yl)ethoxy]-1-fluoro-3-hydroxynaphthalen-2-yl}-1λ6,2,5-thiadiazolidine-1,1,3-trione